ClC=1C(=NC=C(C1)[N+](=O)[O-])N1CCC2(CCC(CO2)=O)CC1 9-(3-chloro-5-nitropyridin-2-yl)-1-oxa-9-azaspiro[5.5]undecan-3-one